N[C@H](C(=O)N1CC=2N=C(N=C(C2C1)N1CCOCC1)N/N=C/C1=CC(=CC=C1)C)C1COC1 (2S)-2-Amino-1-[2-{(2E)-2-[(3-methylphenyl)methylidene]hydrazinyl}-4-(morpholin-4-yl)-5,7-dihydro-6H-pyrrolo[3,4-d]pyrimidin-6-yl]-2-(oxetan-3-yl)ethan-1-one